(E)-cyanoethoxydiisopropylaminophosphino-(S)-4-aminobutane-1,3-diol C(#N)CCO[C@](CC(CN)O)(O)PN(C(C)C)C(C)C